P(=O)(O)(O)[O-].[Hg+] mercury dihydrogen phosphate